2,5,5-trimethyl-2-(4,8,12-trimethyltridecyl)-1,3-dioxane CC1(OCC(CO1)(C)C)CCCC(CCCC(CCCC(C)C)C)C